sodium ditaurine NCCS(=O)(=O)O.NCCS(=O)(=O)O.[Na]